NCCNC(CCCC[C@H]1SCC2NC(NC21)=O)=O N-(2-aminoethyl)-5-[(4R)-2-oxo-1,3,3a,4,6,6a-hexahydrothieno[3,4-d]imidazol-4-yl]pentanamide